N=1C=2N(COC1)C=CN2 Imidazo[1,2-c][1,3,5]Oxadiazine